N-(2-(dimethylamino)ethyl)-5-[76Br]bromopicolinamide CN(CCNC(C1=NC=C(C=C1)[76Br])=O)C